ClC=1C(N(C(=CC1C(=O)O)C)C1=CC(=NC=C1C)C1=NC(=NC=C1)C(C)(C)O)=O 3-chloro-2'-[2-(2-hydroxypropan-2-yl)pyrimidin-4-yl]-5',6-dimethyl-2-oxo-[1,4'-bipyridine]-4-carboxylic acid